C1OCCC12CCN(CC2)C2=NC=CC(=N2)NC2=CC(=NO2)C2=C(C=C(C=C2)OC)F N-(2-(2-oxa-8-azaspiro[4.5]decan-8-yl)pyrimidin-4-yl)-3-(2-fluoro-4-methoxyphenyl)isoxazol-5-amine